FC(C1=NN=C(O1)C=1C=CC(=NC1)CN1N=CC(=C1)C1=CC=C(C=C1)NC=1NCCN1)F N-(4-(1-((5-(5-(difluoromethyl)-1,3,4-oxadiazol-2-yl)pyridin-2-yl)methyl)-1H-pyrazol-4-yl)phenyl)-4,5-dihydro-1H-imidazol-2-amine